7-(3,5-Dimethylisoxazol-4-yl)-N-ethyl-4-phenyl-4,5-dihydroimidazo[1,5,4-de][1,4]benzoxazin-2-amine CC1=NOC(=C1C1=CC=C2C=3N(C(COC31)C3=CC=CC=C3)C(=N2)NCC)C